tert-butyl (2S,5R)-2-((4-(5-amino-6-(1-(3,5-dimethoxyphenyl)-6-oxo-1,6-dihydropyridazin-3-yl)pyrazin-2-yl)-1H-pyrazol-1-yl)methyl)-5-methylmorpholine-4-carboxylate NC=1N=CC(=NC1C1=NN(C(C=C1)=O)C1=CC(=CC(=C1)OC)OC)C=1C=NN(C1)C[C@@H]1CN([C@@H](CO1)C)C(=O)OC(C)(C)C